C(C=C)(=O)OCC(C(C(=O)O)(C(=O)O)C(=O)O)OC(C=C)=O tricarboxypropylene glycol diacrylate